C(#N)C=1C=NN2C1C(=CC(=C2)C=2C=NN(C2)C)C2=NNC(=C2)C(=O)NCC=2C=NC(=CC2)N2N=CC(=C2)F 3-(3-cyano-6-(1-methyl-1H-pyrazol-4-yl)pyrazolo[1,5-a]pyridin-4-yl)-N-((6-(4-fluoro-1H-pyrazol-1-yl)pyridin-3-yl)methyl)-1H-pyrazole-5-carboxamide